(3s,4r)-1-(tert-butyl)-4-(2,4-difluorophenyl)pyrrolidine-3-carboxylic acid C(C)(C)(C)N1C[C@H]([C@@H](C1)C1=C(C=C(C=C1)F)F)C(=O)O